5-(2,4-Difluorophenyl)-N-[3-fluoro-4-[(7-methoxy-1,5-naphthyridin-4-yl)oxy]phenyl]-4-hydroxy-2,6-dimethylpyridine-3-carboxamide FC1=C(C=CC(=C1)F)C=1C(=C(C(=NC1C)C)C(=O)NC1=CC(=C(C=C1)OC1=CC=NC2=CC(=CN=C12)OC)F)O